C1(CC1)CN1C(=CC2=CC=CC=C12)C1=NC2=C(N1CC=1C=NN(C1)C=1C=NC(=CC1)C)C(=CC(=C2)C(=O)N2C1CCC(C2)[C@H]1N)OC (7R)-2-{2-[1-(cyclopropylmethyl)-1H-indol-2-yl]-7-methoxy-1-{[1-(6-methylpyridin-3-yl)-1H-pyrazol-4-yl]methyl}-1H-1,3-benzodiazole-5-carbonyl}-2-azabicyclo[2.2.1]heptan-7-amine